8-bromo-6-chloro-3-methyl-2-(tetrahydro-2H-pyran-4-yl)quinazolin-4(3H)-one BrC=1C=C(C=C2C(N(C(=NC12)C1CCOCC1)C)=O)Cl